C(C)(C)(C)OC(NC1(C(COCC1)=O)C1=C(C=C(C=C1)C(F)(F)F)F)=O [4-(2-fluoro-4-trifluoromethyl-phenyl)-3-oxo-tetrahydro-pyran-4-yl]-carbamic acid tert-butyl ester